C(C)(C)(C)OC(NC=1C(=C2C(=NC1)SC(=N2)C)C(=C)C(F)F)=O (7-(3,3-Difluoroprop-1-en-2-yl)-2-methylthiazolo[5,4-b]pyridin-6-yl)carbamic acid tert-butyl ester